(1R*,2R*,3S*,7S*,8S*)-4-isobutyl-8-benzylaminocarbonyl-2-isobutyl-4,9-diazatricyclo[5.3.1.03,8]undecane C(C(C)C)N1[C@H]2[C@@H]([C@@H]3CN[C@]2([C@H](CC1)C3)C(=O)NCC3=CC=CC=C3)CC(C)C |o1:5,6,7,10,11|